4-methylcyclohex-2-en-1-one CC1C=CC(CC1)=O